(E)-N-[1-(2-nitrophenyl)-1H-pyrrol-2-yl-allylidenamino]-guanidine benzoate C(C1=CC=CC=C1)(=O)O.[N+](=O)([O-])C1=C(C=CC=C1)N1C(=CC=C1)C=CC=NN\C(=N\[H])\N